ClC1=C2CCC\C(\C2=CC(=C1)C)=C/OC (E)-5-chloro-1-(methoxymethylene)-7-methyl-1,2,3,4-tetrahydronaphthalene